NC1CC(CN(C1)C=1C2=C(N=C(N1)OC[C@]13CCCN3C[C@@H](C1)F)C(=C(N=C2)C2=CC(=CC1=CC=C(C(=C21)C#C)F)O)F)(F)F 4-(4-(5-amino-3,3-difluoropiperidin-1-yl)-8-fluoro-2-(((2r,7as)-2-fluorohexahydro-1H-pyrrolizin-7a-yl)methoxy)pyrido[4,3-d]pyrimidin-7-yl)-5-ethynyl-6-fluoronaphthalen-2-ol